C(CC(C)C)NC(=O)C=1C=NC2=CC=C(N=C2C1NC(C)C)C=1C=NNC1 N-isopentyl-4-(isopropylamino)-6-(1H-pyrazol-4-yl)-1,5-naphthyridine-3-carboxamide